(E)-tert-butyl but-2-enoate C(\C=C\C)(=O)OC(C)(C)C